methyl 5-(8-(1,3-dimethyl-2-oxo-7-(((trifluoromethyl)sulfonyl)oxy)-1,2-dihydroquinolin-5-yl)isoquinolin-3-yl)picolinate CN1C(C(=CC2=C(C=C(C=C12)OS(=O)(=O)C(F)(F)F)C=1C=CC=C2C=C(N=CC12)C=1C=CC(=NC1)C(=O)OC)C)=O